C/C(=C\\C=C\\C(=C\\C(=O)O)\\C)/C=C/C1=C(CCCC1(C)C)CO The molecule is a retinoid that consists of all-trans-retinoic acid bearing an hydroxy substituent at position 18. It has a role as a human xenobiotic metabolite. It is a retinoid and a hydroxy monocarboxylic acid. It derives from an all-trans-retinoic acid. It is a conjugate acid of an all-trans-18-hydroxyretinoate.